NC1=CC2=CN(N=C2C=C1C(C)(C)O)C1CCC(CC1)N1CCN(CC1)C(=O)OC(C)(C)C tert-butyl 4-((1r,4r)-4-(5-amino-6-(2-hydroxypropan-2-yl)-2H-indazol-2-yl)cyclohexyl)piperazine-1-carboxylate